{3-[1-(2-nitrophenyl)-1H-pyrrol-2-yl]-allylidene}-aminoguanidinium fumarate C(\C=C\C(=O)[O-])(=O)[O-].[N+](=O)([O-])C1=C(C=CC=C1)N1C(=CC=C1)C=CC=[N+]=C(NN)N.[N+](=O)([O-])C1=C(C=CC=C1)N1C(=CC=C1)C=CC=[N+]=C(NN)N